1-(5-fluoro-1H-indol-3-yl)-N,N-dimethylamine FC=1C=C2C(=CNC2=CC1)CNC